(S)-4-(1-(difluoromethyl)-5-fluoro-2,3-dihydro-1H-benzo[d]pyrrolo[1,2-a]imidazol-7-yl)-N-(5-((4-ethylpiperazin-1-yl)methyl)pyridin-2-yl)-5-fluoropyrimidin-2-amine FC([C@@H]1CCC=2N1C1=C(N2)C(=CC(=C1)C1=NC(=NC=C1F)NC1=NC=C(C=C1)CN1CCN(CC1)CC)F)F